L-α-(3-Phenylpropyl)-Glycine C1(=CC=CC=C1)CCC[C@H](N)C(=O)O